FC1(CC(C1)CN1C(N(CC12CCC(CC2)(C2=CC=CC=C2)N(C)C)CC2=CC=C(C=C2)OC)=O)F 1-[(3,3-difluoro-cyclobutyl)-methyl]-8-dimethylamino-3-[(4-methoxyphenyl)-methyl]-8-phenyl-1,3-diazaspiro[4.5]decan-2-one